(S)-2-acetylenyl-pyrrolidine-1-carboxylic acid tert-butyl ester C(C)(C)(C)OC(=O)N1[C@@H](CCC1)C#C